(3S)-1-[5-(5-chloro-2-{[3-methoxy-4-(4-methylpiperazin-1-yl)phenyl]Amino}pyrimidin-4-yl)-1,3-thiazol-2-yl]-N-methylpyrrolidine-3-carboxamide ClC=1C(=NC(=NC1)NC1=CC(=C(C=C1)N1CCN(CC1)C)OC)C1=CN=C(S1)N1C[C@H](CC1)C(=O)NC